NC=1C2=C(N=CN1)C(=NC(=C2)C=2CCOCC2)C=2C(=C(C=CC2C)O)C (S)-3-(4-amino-6-(3,6-dihydro-2H-pyran-4-yl)pyrido[3,4-d]pyrimidin-8-yl)-2,4-dimethylphenol